tetraethylammonium 4-((2,6-difluorophenoxy)carbonyl)-2-hydroxybenzenesulfonate FC1=C(OC(=O)C2=CC(=C(C=C2)S(=O)(=O)[O-])O)C(=CC=C1)F.C(C)[N+](CC)(CC)CC